C12=CC3C=CC(C=CC3C1=O)C(CNC2)=O 12-azatricyclo[4.4.4.03,9]tetradeca-1(2),4,7-triene-10,14-dione